C(=C)[Si](O[Si](CC)(CC)C=C)(CC)CC 1,3-divinyl-1,1,3,3-tetraethyldisiloxane